dodecyl-sulfosuccinic acid disodium salt [Na+].[Na+].C(CCCCCCCCCCC)C(C(=O)[O-])(CC(=O)O)S(=O)(=O)[O-]